5-(1-(6-(4-methylhexahydropyrrolo[3,4-b][1,4]oxazin-6(2H)-yl)pyrimidin-4-yl)-1H-indazol-6-yl)spiro[2.3]hexane-5-carbonitrile CN1C2C(OCC1)CN(C2)C2=CC(=NC=N2)N2N=CC1=CC=C(C=C21)C2(CC1(CC1)C2)C#N